3-hydroxyethyl-para-phenylenediamine OCCC=1C=C(C=CC1N)N